4-(7-cyano-8-hydroxy-1,5-naphthyridin-2-yl)-3,6-dihydropyridine-1(2H)-carboxylic acid tert-butyl ester C(C)(C)(C)OC(=O)N1CCC(=CC1)C1=NC2=C(C(=CN=C2C=C1)C#N)O